5-bromo-2-methoxy-1,1'-biphenyl BrC=1C=CC(=C(C1)C1=CC=CC=C1)OC